COC=1C(=C(C=CC1)C(C1=CC=CC=C1)C1=CC=CC=C1)OC dimethoxytriphenylmethane